N1N=NC2=NC(=CC=C21)C=2C=C(C(=O)NCCOC1=CC=C(C=C1)C)C=CC2 3-(1H-[1,2,3]triazolo[4,5-b]pyridin-5-yl)-N-(2-(p-tolyloxy)ethyl)benzamide